N1CCCCC12CN(CCC2)C2=C1C(=NC=C2)N(C=C1C=1SC=C(N1)C)COCC[Si](C)(C)C 2-[[4-(1,8-diazaspiro[5.5]undecan-8-yl)-3-(4-methylthiazol-2-yl)pyrrolo[2,3-b]pyridin-1-yl]methoxy]ethyl-trimethyl-silane